5-(difluoromethyl)-2-(4-((2,2-dimethyltetrahydro-2H-pyran-4-yl)amino)pyrido[3,4-d]pyridazin-1-yl)phenol FC(C=1C=CC(=C(C1)O)C1=C2C(=C(N=N1)NC1CC(OCC1)(C)C)C=NC=C2)F